C(C1=CC=CC=C1)OCCO[C@@H]1C[C@H](N(C1)C(CNC(=O)OC(C)(C)C)=O)C(=O)OC methyl (2S,4R)-4-(2-benzyloxyethoxy)-1-[2-(tert-butoxycarbonylamino)acetyl]pyrrolidine-2-carboxylate